tert-butyl 2'-chloro-5'-(N-(1-(cyclopentylamino)-4-methylpentan-2-yl)-N-methylsulfamoyl)-4'-fluoro-[1,1'-biphenyl]-3-carboxylate ClC1=C(C=C(C(=C1)F)S(N(C)C(CNC1CCCC1)CC(C)C)(=O)=O)C1=CC(=CC=C1)C(=O)OC(C)(C)C